(1S,2S)-N-(5-(6-((2R,6S)-2,6-dimethylmorpholinyl)-[1,2,4]triazolo[1,5-a]pyridin-2-yl)-8-(methylamino)-2,7-naphthyridin-3-yl)-2-fluorocyclopropane-1-carboxamide C[C@@H]1CN(C[C@@H](O1)C)C=1C=CC=2N(C1)N=C(N2)C2=C1C=C(N=CC1=C(N=C2)NC)NC(=O)[C@H]2[C@H](C2)F